CC1=NOC=CC=C1 methyloxazepine